N-(4-Chloro-benzyl)-3-[3-(4-trifluoromethoxy-benzyl)-3H-imidazo[4,5-c]pyridin-2-yl]-propionamide ClC1=CC=C(CNC(CCC2=NC3=C(C=NC=C3)N2CC2=CC=C(C=C2)OC(F)(F)F)=O)C=C1